methyl 3-(2-((1-acetylpiperidin-4-yl)amino)-5-fluoropyrimidin-4-yl)benzoate C(C)(=O)N1CCC(CC1)NC1=NC=C(C(=N1)C=1C=C(C(=O)OC)C=CC1)F